C(C)C(C(C(=O)O)O)CC 3-ETHYL-2-HYDROXYPENTANOIC ACID